methyl-4-(4-(4-propenoylpiperazin-1-yl)phenyl)-3-cyanopyrazole CC1=C(C(=NN1)C#N)C1=CC=C(C=C1)N1CCN(CC1)C(C=C)=O